FCC(C(CC(=O)O)NC(C(CC)N1C(C2=CC(=CC=C2C1)C1=C(C=C(C=C1)S(=O)(=O)C)F)=O)=O)=O 5-fluoro-3-(2-(6-(2-fluoro-4-(methylsulfonyl)phenyl)-1-oxoisoindolin-2-yl)butanamido)-4-oxopentanoic acid